C(=O)(O)NC(=O)O dicarboxyamine